Cl.BrC1OC2=C(CNC1)C=C(C=C2)F Bromo-7-fluoro-2,3,4,5-tetrahydro-1,4-benzoxazepine Hydrochloride salt